2-(4-((2-(3-(but-3-yn-1-yl)-3H-diazirin-3-yl)ethyl)carbamoyl)phenyl)-N-(3-(diethylamino)propyl)benzo[d]imidazo[2,1-b]thiazole-7-carboxamide hemi-formate C(=O)O.C(CC#C)C1(N=N1)CCNC(=O)C1=CC=C(C=C1)C=1N=C2SC3=C(N2C1)C=CC(=C3)C(=O)NCCCN(CC)CC.C(CC#C)C3(N=N3)CCNC(=O)C3=CC=C(C=C3)C=3N=C1SC2=C(N1C3)C=CC(=C2)C(=O)NCCCN(CC)CC